C(C1=CC=CC=C1)OC1=NC(=CC=C1C1=C(C=C(C=C1F)N1CC2(CN(C2)C(=O)OC(C)(C)C)C1)F)OCC1=CC=CC=C1 tert-butyl 6-(4-(2,6-bis(benzyloxy)pyridin-3-yl)-3,5-difluorophenyl)-2,6-diazaspiro[3.3]heptane-2-carboxylate